ClC1=CC(=C(COC2=NC=3CN(CCC3C=C2C#N)CC2=NC3=C(N2C[C@H]2OCC2)C=C(C=C3)C(=O)[O-])C=C1)F (S)-2-((2-((4-chloro-2-fluorobenzyl) oxy)-3-cyano-5,6-dihydro-1,7-naphthyridine-7(8H)-yl) methyl)-1-(oxetan-2-ylmethyl)-1H-benzo[d]imidazole-6-carboxylate